N-(5-(4-(6-(2-(3-methylsulfonylphenyl)acetamido)pyridazin-3-yl)butyl)-1,3,4-thiadiazol-2-yl)acetamide CS(=O)(=O)C=1C=C(C=CC1)CC(=O)NC1=CC=C(N=N1)CCCCC1=NN=C(S1)NC(C)=O